OC1(CCCCC1)C(C#N)C1=CC=C(C=C1)OC 2-(1-hydroxycyclohexyl)-2-(4-methoxyphenyl)acetonitrile